1-(4-(6-(tert-butoxy)-2-phenyl-1,2,3,4-tetrahydronaphthalen-1-yl)phenyl)-4-(dimethoxymethyl)piperidine C(C)(C)(C)OC=1C=C2CCC(C(C2=CC1)C1=CC=C(C=C1)N1CCC(CC1)C(OC)OC)C1=CC=CC=C1